C(C)(C)C1=C(NC2=CC=C(C=C12)N)C1=CC(=NC=C1)C 3-isopropyl-2-(2-methylpyridin-4-yl)-1H-indol-5-amine